[N+](=O)(OCCOC1=C(C(=CC(=C1)OCC1=NO[N+](=C1C)[O-])O)C(\C=C\C1=CC2=C(OCO2)C=C1)=O)[O-] 2-[2-[(E)-3-(1,3-Benzodioxol-5-yl)prop-2-enoyl]-3-hydroxy-5-[(4-methyl-5-oxido-1,2,5-oxadiazol-5-ium-3-yl)methoxy]phenoxy]ethyl nitrate